(1s,2s,3r,5r)-2-fluoro-3-((3-(2-hydroxy-4-(1-methyl-1H-pyrazol-4-yl)phenyl)-1,2,4-triazin-6-yl)oxy)-9-azabicyclo[3.3.1]nonane-9-carboxylic acid tert-butyl ester C(C)(C)(C)OC(=O)N1[C@@H]2[C@@H]([C@@H](C[C@H]1CCC2)OC2=CN=C(N=N2)C2=C(C=C(C=C2)C=2C=NN(C2)C)O)F